N-((5-cyclopropyl-1H-benzotriazol-4-yl)methyl)-4-(difluoromethoxy)-3-fluorobenzamide C1(CC1)C1=C(C2=C(NN=N2)C=C1)CNC(C1=CC(=C(C=C1)OC(F)F)F)=O